C(#N)C1=C(SC2=C1C(=NC=C2F)C=2C1=C(C=3C=NC(=NC3C2F)N2C[C@@H](CC2)N2CCC(CC2)OC)COC1)NC(OC(C)(C)C)=O tert-Butyl (3-cyano-7-fluoro-4-(5-fluoro-3-((R)-3-(4-methoxypiperidin-1-yl)pyrrolidin-1-yl)-7,9-dihydrofuro[3,4-f]quinazolin-6-yl)thieno[3,2-c]pyridin-2-yl)carbamate